5-chloro-3-phenyl-2-(2,2,2-trifluoroethyl)benzofuran ClC=1C=CC2=C(C(=C(O2)CC(F)(F)F)C2=CC=CC=C2)C1